benzil diisopropyl ketal C(C)(C)OC(C1=CC=CC=C1)(C(=O)C1=CC=CC=C1)OC(C)C